N[C@@H]1CN(CC[C@@H]1F)C1=NC2=C(N1CC(=O)N1CCC1)C=C(C=C2)C#N 2-((3R,4S)-3-amino-4-fluoro-1-piperidinyl)-1-(2-(1-azetidinyl)-2-oxoethyl)-1H-benzoimidazole-6-carbonitrile